bis(4-hydroxy-3,5-dichlorophenyl) sulfone OC1=C(C=C(C=C1Cl)S(=O)(=O)C1=CC(=C(C(=C1)Cl)O)Cl)Cl